Cl.Cl.NC1=CC=C(C=C1)C=1NC2=CC(=CC=C2C1)C(=N)N 2-(4-aminophenyl)-6-indolecarboxamidine dihydrochloride